FC1=CC(=C(C=C1)C1=NC=CC2=C1CN(C2=O)C2=CC=C(C=C2)[C@@H](C)N2C(CCC2)=O)OCC(F)(F)F |r| rac-4-[4-fluoro-2-(2,2,2-trifluoroethoxy)phenyl]-2-{4-[1-(2-oxopyrrolidin-1-yl)ethyl]phenyl}-2,3-dihydro-1H-pyrrolo[3,4-c]pyridin-1-one